(S)-Phenyl (4-((3-chloro-2-methoxy-5-methylpyridin-4-yl) carbamoyl)-2-fluoro-5-((1,1,1-trifluoropropan-2-yl)oxy)phenyl)carbamate ClC=1C(=NC=C(C1NC(=O)C1=CC(=C(C=C1O[C@H](C(F)(F)F)C)NC(OC1=CC=CC=C1)=O)F)C)OC